OC1CCC2=CC=C(C=C12)N(S(=O)(=O)C1=CC(=CC=C1)C(F)(F)F)CCOC N-(3-hydroxy-2,3-dihydro-1H-inden-5-yl)-N-(2-methoxyethyl)-3-(trifluoromethyl)benzenesulfonamide